(R)-3-(1-((6-(1-(fluoromethyl)cyclopropyl)-2-methyl-8-(4-methylpiperazin-1-yl)-7-oxo-6,7-dihydropyrido[4,3-d]pyrimidin-4-yl)amino)ethyl)-2-methylbenzonitrile FCC1(CC1)N1C=C2C(N=C(N=C2N[C@H](C)C=2C(=C(C#N)C=CC2)C)C)=C(C1=O)N1CCN(CC1)C